(4-(1-isopropyl-4-(trifluoromethyl)-1H-imidazol-2-yl)benzyl)-1H-pyrazolo[3,4-d]pyrimidine C(C)(C)N1C(=NC(=C1)C(F)(F)F)C1=CC=C(CN2N=CC=3C2=NC=NC3)C=C1